Cl.N[C@H](C(=O)OCC1=CC(=NC(=C1)Cl)Cl)CCCN=[N+]=[N-] (2,6-Dichloropyridin-4-yl)methyl (S)-2-amino-5-azidopentanoate hydrochloride